(2S)-3-(5-{[bis({2-[(2S)-2-carboxy-2-[(3R)-pyrrolidin-3-yl]ethyl]-1,3-thiazol-5-yl}methyl)amino]methyl}-1,3-thiazol-2-yl)-2-[(3R)-pyrrolidin-3-yl]propanoic acid C(=O)(O)[C@@H](CC=1SC(=CN1)CN(CC1=CN=C(S1)C[C@H](C(=O)O)[C@@H]1CNCC1)CC1=CN=C(S1)C[C@H](C(=O)O)[C@@H]1CNCC1)[C@@H]1CNCC1